C(#N)C1=NC=CC(=C1F)B(O)O (2-cyano-3-fluoropyridin-4-yl)boronic acid